CC1OC2([C@H](N1C(C=C)=O)C)CCNCC2 1-[(4R)-2,4-dimethyl-1-oxa-3,8-diazaspiro[4.5]dec-3-yl]prop-2-en-1-one